N-Methyl-3-((4-((2-methyl-4-phenylthiazol-5-yl)oxy)pyridin-2-yl)amino)benzamide CNC(C1=CC(=CC=C1)NC1=NC=CC(=C1)OC1=C(N=C(S1)C)C1=CC=CC=C1)=O